6-[[3-(2,2-difluoroethoxy)-5-fluoro-2-pyridyl]oxy]-3,7-dimethyl-N-(4-methyl-1,1-dioxo-thian-4-yl)imidazo[1,2-b]pyridazine-2-carboxamide FC(COC=1C(=NC=C(C1)F)OC=1C(=CC=2N(N1)C(=C(N2)C(=O)NC2(CCS(CC2)(=O)=O)C)C)C)F